FC=1C=C(C=CC1F)C1C(C1)N 2-(3,4-difluorophenyl)cyclopropan-1-amine